1-(4'-cyano-[1,1'-biphenyl]-3-yl)-3-(3-methoxybenzyl)urea C(#N)C1=CC=C(C=C1)C1=CC(=CC=C1)NC(=O)NCC1=CC(=CC=C1)OC